1-(5-Methylpyridin-2-yl)ethan-1-on CC=1C=CC(=NC1)C(C)=O